2-amino-5-bromo-7-fluoro-1H-indole-3-carbonitrile NC=1NC2=C(C=C(C=C2C1C#N)Br)F